OC1(CC1)CNCC=1C=NC2=C(N=CC=C2C1)NC=1C(=C(C=CC1)C1=C(C=CC=C1)C)C 3'-(3-(((1-hydroxycyclopropyl)methylamino)methyl)-1,7-naphthyridin-8-ylamino)-2,2'-dimethylbiphenyl